[Cl-].C[P+](COC)(C)C trimethylmethoxymethyl-phosphonium chloride